CN(CCCC(=O)O)C(=O)OCC=1OC(OC1C)=O 4-[methyl-[(5-methyl-2-oxo-1,3-dioxolen-4-yl)methoxycarbonyl]amino]butyric acid